1-((5-chloro-8-hydroxy-3-methyl-1-oxo-7-isochroman-yl)carbonyl)-4-hydroxyproline ClC1=C2CC(OC(C2=C(C(=C1)C(=O)N1[C@@H](CC(C1)O)C(=O)O)O)=O)C